C1=CC2=C3C4=C1C=CC5=C4C6=C(C=C5)C=CC7=C6C3=C(C=C2)C=C7 hexabenzobenzene